(2R)-2-amino-N-[(3R,5S)-1-(8-cyano-6-fluoroquinoxalin-5-yl)-5-methylpiperidin-3-yl]-3,3,3-trifluoropropionamide N[C@H](C(=O)N[C@H]1CN(C[C@H](C1)C)C1=C2N=CC=NC2=C(C=C1F)C#N)C(F)(F)F